benzoic acid 3-hydroxymethyl-but-3-enyl ester OCC(CCOC(C1=CC=CC=C1)=O)=C